COCN1N=C(C(=C1)C1=CN=C2N1C=CN=C2NC2=CC(=C(C=C2)S(=O)(C)=NCCCNC(OC(C)(C)C)=O)C)C(F)(F)F tert-Butyl (3-(((4-((3-(1-(methoxymethyl)-3-(trifluoromethyl)-1H-pyrazol-4-yl)imidazo[1,2-a]pyrazin-8-yl)amino)-2-methylphenyl)(methyl)(oxo)-λ6-sulfaneylidene)amino)propyl)carbamate